NC1=NC(=C2N=CN(C2=N1)CC1=CC(=C(C=C1)[N+](=O)[O-])C)C1=CC(=NC=C1)C#N 4-[2-amino-9-[(3-methyl-4-nitro-phenyl)methyl]purin-6-yl]pyridine-2-carbonitrile